Gadolinium oxysulfid O=S.[Gd]